ClC1=CC(=C(C=C1)C=1C(N(C(=NN1)N[C@H]1CN(CCC1)C)C)=O)O 6-(4-chloro-2-hydroxyphenyl)-3-{[(3R)-1-methylpiperidin-3-yl]amino}-4-methyl-5H,4H-1,2,4-triazine-5-one